CC1(COC=2C3=C(C(OB3O1)CNC(OC(C)(C)C)=O)C=CC2)C tert-butyl ((8,8-dimethyl-7,8-dihydro-2H-1,6,9-trioxa-9a-borabenzo[cd]azulen-2-yl)methyl)carbamate